CC1(N=C(N=C(N1)NCC1=CC=C(C=C1)C)NCCCCCCCC)C 6,6-Dimethyl-N2-(4-methylbenzyl)-N4-octyl-1,6-dihydro-[1,3,5]triazin-2,4-diamin